(E)-3-(3-(4-(7-bromoquinoxalin-2-yl)-1H-pyrazol-1-yl)cyclobutyl)acrylonitrile BrC1=CC=C2N=CC(=NC2=C1)C=1C=NN(C1)C1CC(C1)/C=C/C#N